3-Isopropyl-2,6-dimethyl-5-(4,4,5,5-tetramethyl-1,3,2-dioxaborolan-2-yl)-3H-thieno[2,3-d]imidazole C(C)(C)N1C(=NC2=C1SC(=C2C)B2OC(C(O2)(C)C)(C)C)C